(3R)-N-[2,4-difluoro-3-[5-[2-(1-piperazin-1-ylcyclopropyl)pyrimidin-5-yl]-1H-pyrrolo[2,3-b]pyridine-3-carbonyl]phenyl]-3-fluoro-pyrrolidine-1-sulfonamide hydrochloride Cl.FC1=C(C=CC(=C1C(=O)C1=CNC2=NC=C(C=C21)C=2C=NC(=NC2)C2(CC2)N2CCNCC2)F)NS(=O)(=O)N2C[C@@H](CC2)F